FC(C12CC(C1)(C2)S(=O)(=O)N2CCC1(CN(C1)C(=O)N1CC3(C1)NC(OC3)=O)CC2)(F)F 2-[7-[[3-(trifluoromethyl)-1-bicyclo[1.1.1]pentanyl]sulfonyl]-2,7-diazaspiro[3.5]nonane-2-carbonyl]-7-oxa-2,5-diazaspiro[3.4]octan-6-one